C(C1=CC=CC=C1)N1N=C(N=C1)C(=O)N[C@@H]1C(N(C=2N(CC1)N=C(C2)C2CC2)C)=O (S)-1-Benzyl-N-(2-cyclopropyl-4-methyl-5-oxo-5,6,7,8-tetrahydro-4H-pyrazolo[1,5-a][1,3]diazepin-6-yl)-1H-1,2,4-triazol-3-carboxamid